C(CC)C(CCC)NC(=O)C1=CC2=C(OCCO2)C=C1 2,3-Dihydro-benzo[1,4]dioxine-6-carboxylic acid (1-propyl-butyl)-amide